2-(5-chloro-2-benzotriazolyl)-6-t-butyl-p-cresol ClC1=CC=2C(=NN(N2)C2=CC(=CC(=C2O)C(C)(C)C)C)C=C1